NCCC1CN(C(O1)=O)C=1N=CC=2OCC(NC2N1)=O 2-[5-(2-Aminoethyl)-2-oxo-1,3-oxazolidin-3-yl]-8H-pyrimido[5,4-b][1,4]oxazin-7-one